N,N-diisopentylmethylmonomethylamine C(CC(C)C)N(CCC(C)C)CC